3-aminopropionitrile NCCC#N